ClC1=NC(=CC=C1N)C 2-chloro-6-methylpyridin-3-amine